C(C)OC(CCCCCC(=O)O)=O 7-ethoxy-7-oxo-heptanoic acid